(R)-2-(1-cyclopropyl-2-hydroxy-2-methylpropyl)-7-(1,6-dimethyl-1H-indazol-5-yl)isoindolin-1-one C1(CC1)[C@H](C(C)(C)O)N1C(C2=C(C=CC=C2C1)C=1C=C2C=NN(C2=CC1C)C)=O